[Na+].C(C=C)(=O)[O-] propenoic acid sodium salt